1-((2-[(5-bromo-1-oxo-1,2-dihydro-2,7-naphthyridin-2-yl)methyl]imidazo[1,2-a]pyridin-6-yl)methyl)-4-methylpiperidine-4-carbonitrile BrC1=C2C=CN(C(C2=CN=C1)=O)CC=1N=C2N(C=C(C=C2)CN2CCC(CC2)(C#N)C)C1